N-Ethylpiperazine C(C)N1CCNCC1